[Si](C1=CC=CC=C1)(C1=CC=CC=C1)(C(C)(C)C)O[C@@H]1C[C@H](N(C1)C(=O)OC(C)(C)C)COC1=C(C(=CC(=C1)C)O)C(=O)OC tert-butyl (2S,4R)-4-((tert-butyldiphenylsilyl)oxy)-2-((3-hydroxy-2-(methoxycarbonyl)-5-methylphenoxy)methyl)pyrrolidine-1-Carboxylate